3-vinyl-2-hydroxy-6,8-dihydro-5H-1,7-naphthyridine-7-carboxylic acid tert-butyl ester C(C)(C)(C)OC(=O)N1CCC=2C=C(C(=NC2C1)O)C=C